CC=1C=C(OC=2C3=CC=CC=C3C(=C3C=CC=CC23)OC2=CC(=CC=C2)C)C=CC1 9,10-bis(3-methylphenoxy)anthracene